N-(1-(5-(3-chlorophenyl)-7-((2-(trimethylsilyl)ethoxy)methyl)-7H-pyrrolo[2,3-d]pyrimidin-4-yl)piperidin-4-yl)acetamide ClC=1C=C(C=CC1)C1=CN(C=2N=CN=C(C21)N2CCC(CC2)NC(C)=O)COCC[Si](C)(C)C